N-(4-bromophenyl)-2-((3-cyano-4,6-bis(trifluoromethyl)pyridin-2-yl)amino)-N-methylacetamide BrC1=CC=C(C=C1)N(C(CNC1=NC(=CC(=C1C#N)C(F)(F)F)C(F)(F)F)=O)C